COC(=O)[C@H]1N(C[C@@H](CC1)F)C(=O)OC(C)(C)C (2S,5R)-5-fluoropiperidine-1,2-dicarboxylic acid 1-tert-butyl 2-methyl ester